3-(6-cyclopropylimidazo[1,2-a]pyridin-2-yl)-2,3-dihydroimidazo[2,1-b]oxazole-6-carbonitrile C1(CC1)C=1C=CC=2N(C1)C=C(N2)C2N1C(OC2)=NC(=C1)C#N